(S)-3-amino-3-(4-fluoro-3'-methoxybiphenyl-3-yl)propionic acid ethyl ester C(C)OC(C[C@@H](C=1C=C(C=CC1F)C1=CC(=CC=C1)OC)N)=O